(2R,4S)-N-((S)-1-(((6-amino-2-methylpyridin-3-yl)methyl)amino)-1-oxopropan-2-yl)-4-(4-bromobenzyl)-N-methylpyrrolidine-2-carboxamide di-trifluoroacetate FC(C(=O)O)(F)F.FC(C(=O)O)(F)F.NC1=CC=C(C(=N1)C)CNC([C@H](C)N(C(=O)[C@@H]1NC[C@H](C1)CC1=CC=C(C=C1)Br)C)=O